(S)-1-(pyrid-2-yl)ethane-1-amine N1=C(C=CC=C1)[C@H](C)N